C12N(CC(CC1)C2)C2=NC=C(C(=C2)N)Cl 2-(2-azabicyclo[2.2.1]heptan-2-yl)-5-chloropyridin-4-amine